(R)-2,2'-bis(diphenylphosphino)-1,1'-binaphthyl C1=CC=C(C=C1)P(C2=CC=CC=C2)C3=C(C4=CC=CC=C4C=C3)C5=C(C=CC6=CC=CC=C65)P(C7=CC=CC=C7)C8=CC=CC=C8